6-(2,4-dimethoxypyrimidin-5-yl)-3-methylpyridazine COC1=NC=C(C(=N1)OC)C1=CC=C(N=N1)C